ClC1=C(C=CC(=C1)NC(NCC=1C=C2CN(C(C2=CC1)=O)C1C(NC(CC1)=O)=O)=O)CCSCNC(=O)[C@H](C)NC(OC(C)(C)C)=O tert-butyl N-[(1S)-1-([[(2-[2-chloro-4-[([[2-(2,6-dioxopiperidin-3-yl)-1-oxo-3H-isoindol-5-yl]methyl]carbamoyl)amino]phenyl]ethyl)sulfanyl]-methyl]carbamoyl)ethyl]carbamate